ClC1=CC=C(C(=O)O[C@@H]2[C@H](O[C@H]([C@]2(C)F)N2C3=NC(=NC(=C3N=C2)Cl)N)COC(C2=CC=C(C=C2)Cl)=O)C=C1 (2r,3r,4r,5r)-5-(2-amino-6-chloro-9H-purin-9-yl)-2-(((4-chlorobenzoyl) oxy) methyl)-4-fluoro-4-methyltetrahydrofuran-3-yl 4-chlorobenzoate